2-isopropyl-6-oxo-1,6-dihydropyrimidine-5-carboxylic acid methyl ester COC(=O)C1=CN=C(NC1=O)C(C)C